N-(3-(1-(4-fluoro-2-methylphenyl)-4-oxo-6-(trifluoromethyl)-1,4-dihydro-quinazolin-3(2H)-yl)-6-methoxypyridin-2-yl)acetamide FC1=CC(=C(C=C1)N1CN(C(C2=CC(=CC=C12)C(F)(F)F)=O)C=1C(=NC(=CC1)OC)NC(C)=O)C